C(C1=CC=CC=C1)NC1=C2N=CN(C2=NC(=N1)C=1C=NC=C(C1)OC)[C@H]1[C@@H]([C@@H]([C@H](O1)C(=O)NC(C)C)O)O (2S,3S,4R,5R)-5-(6-(benzylamino)-2-(5-methoxypyridin-3-yl)-9H-purin-9-yl)-3,4-dihydroxyl-N-isopropyltetrahydrofuran-2-formamide